3-((4-ethylphenyl)sulfonyl)-4-(1H-pyrrol-1-yl)-6-(trifluoromethoxy)quinoline C(C)C1=CC=C(C=C1)S(=O)(=O)C=1C=NC2=CC=C(C=C2C1N1C=CC=C1)OC(F)(F)F